(2S,4R)-1-((S)-2-(6-Aminohexanamido)-3,3-dimethylbutyryl)-4-hydroxy-N-(4-(4-methylthiazol-5-yl)benzyl)pyrrolidine-2-carboxamide NCCCCCC(=O)N[C@H](C(=O)N1[C@@H](C[C@H](C1)O)C(=O)NCC1=CC=C(C=C1)C1=C(N=CS1)C)C(C)(C)C